N=1C=NN2C1C=CC(=C2)C2=CC(=NN2C2=NC(=CC=C2)C)CC(=O)NC2=CC=C(C=C2)C#N 5-([1,2,4]triazolo[1,5-a]pyridin-6-yl)-N-(4-cyanophenyl)-1-(6-methylpyridin-2-yl)-1H-pyrazole-3-carboxyamide